2-cyclohexyl-2-(3,3-dibromopropyl)-1-ethoxy-3-methoxypropane C1(CCCCC1)C(COCC)(COC)CCC(Br)Br